(2R)-2-[(4S)-4-amino-5-methoxy-5-oxopentanoylamino]glutaric acid 1,5-dimethyl ester hydrochloride Cl.COC([C@@H](CCC(=O)OC)NC(CC[C@@H](C(=O)OC)N)=O)=O